3-methacryloyloxy-2-Hydroxypropyl methacrylate C(C(=C)C)(=O)OCC(COC(C(=C)C)=O)O